1-(4-chloro-2-cyanophenyl)-3-(isoquinolin-4-yl)-2-oxoimidazoline-4-carbonitrile ClC1=CC(=C(C=C1)N1C(N(C(C1)C#N)C1=CN=CC2=CC=CC=C12)=O)C#N